O(S(=O)(=O)C(F)(F)F)C=1C(=NC(=C2C=C(C(N(C12)C)=O)C1(CCN(CC1)C(C)=O)OCC)Cl)C 3-(1-Acetyl-4-ethoxypiperidin-4-yl)-5-chloro-1,7-dimethyl-2-oxo-1,2-dihydro-1,6-Naphthyridin-8-yl triflate